C(C)C(COB(OCC(CCCC)CC)OCC(CCCC)CC)CCCC tris(2-ethylhexyloxy)boran